(3Z)-nonen-1-yl-magnesium chloride C(=CCCCCCCC)[Mg]Cl